isostearamidopropylmorpholine lactate salt C(C(O)C)(=O)O.C(CCCCCCCCCCCCCCC(C)C)(=O)NCCCN1CCOCC1